((trans)-4-aminocyclohexyl) carbamate C(N)(O[C@@H]1CC[C@H](CC1)N)=O